FC(OC1=C(C(=O)N[C@H]2[C@H](C2)F)C(=CC(=C1)C1=CN=C2N1C=CC(=C2)C2(COC2)O)OC)F 2-(difluoromethoxy)-N-[(1R,2S)-2-fluorocyclopropyl]-4-[7-(3-hydroxyoxetan-3-yl)imidazo[1,2-a]pyridin-3-yl]-6-methoxybenzamide